6-(4-(4-(8-(3,5-difluoro-4-(morpholinomethyl) phenyl) quinoxalin-2-yl)-1H-pyrazol-1-yl) piperidin-1-yl)-5,5-dimethyl-6-oxohexyl 4-methylbenzenesulfonate CC1=CC=C(C=C1)S(=O)(=O)OCCCCC(C(=O)N1CCC(CC1)N1N=CC(=C1)C1=NC2=C(C=CC=C2N=C1)C1=CC(=C(C(=C1)F)CN1CCOCC1)F)(C)C